FS(=O)(=O)C1=CC=C(C=C1)/C=C/C(=O)OC (E)-Methyl 3-(4-(fluorosulfonyl)phenyl)acrylate